N[C@@H](C(=O)O)C1=C(C=CC=C1)N(C)C (2R)-2-AMINO-2-[2-(DIMETHYLAMINO)PHENYL]ACETIC ACID